O1C(=NN=C1)C=1C=C(C=NC1)C=1C=C(C=CC1OC(F)(F)F)O 3-(5-(1,3,4-oxadiazol-2-yl)pyridin-3-yl)-4-(trifluoromethoxy)phenol